Phenyl-5-oxopyrrolidin C1(=CC=CC=C1)N1CCCC1=O